Methanesulfonic Acid Trimethylsilyl Ester C[Si](C)(C)OS(=O)(=O)C